C(C)(C)(C)C1=CC=C(C=C1)C#CCO 3-(4-tert-butylphenyl)prop-2-yn-1-ol